O1C(C=CC=C1)=O 2H-pyrone